O1CCC(CC1)CCN 2-tetrahydropyran-4-ylethanamine